methyl 4-(trifluoromethylsulfanyl)benzoate FC(F)(F)SC1=CC=C(C(=O)OC)C=C1